ClC1=C(C2=C(N(C(N2C)=O)C2C(NC(CC2)=O)=O)C=C1)C1CCN(CC1)CC1CC(C1)N1N=C2C=C(C(=CC2=C1)NC(=O)C1=NC(=CC=C1)C(F)(F)F)OC N-[2-[3-[[4-[5-chloro-1-(2,6-dioxo-3-piperidinyl)-3-methyl-2-oxo-benzoimidazol-4-yl]-1-piperidinyl]methyl]cyclobutyl]-6-methoxy-indazol-5-yl]-6-(trifluoromethyl)pyridine-2-carboxamide